N-(4-(((S)-1-((2S,4R)-4-hydroxy-2-(((S)-1-(4-(4-methylthiazol-5-yl)phenyl)ethyl)carbamoyl)pyrrolidin-1-yl)-3,3-dimethyl-1-oxobutan-2-yl)amino)-4-oxobutyl)nicotinamide O[C@@H]1C[C@H](N(C1)C([C@H](C(C)(C)C)NC(CCCNC(C1=CN=CC=C1)=O)=O)=O)C(N[C@@H](C)C1=CC=C(C=C1)C1=C(N=CS1)C)=O